BrC=1C=C2C=C(C(NC2=CC1Cl)=O)C=1C=C(C=CC1)CC(=O)O 2-(3-(6-bromo-7-chloro-2-oxo-1,2-dihydroquinolin-3-yl)phenyl)acetic acid